trimethoxy[3-(oxiran-2-ylmethoxy)propyl]silane CO[Si](CCCOCC1OC1)(OC)OC